3-bromo-5-nitroquinoline BrC=1C=NC2=CC=CC(=C2C1)[N+](=O)[O-]